N-[2-(5-chloro-1H-indol-3-yl)ethyl]-2-[(3S)-tetrahydropyran-3-yl]acetamide ClC=1C=C2C(=CNC2=CC1)CCNC(C[C@H]1COCCC1)=O